[Zr].COS(=O)(=O)[O-].C[NH2+]C DiMethyl-Ammonium Methyl-Sulfate zirconium